FC1=C(C=CC=C1)C=1C(=NC=CC1)C1=NC2=C(C=C1C)OC1=C2C=CC=C1 (fluorophenyl)(methylbenzofuropyridinyl)pyridine